C(C)(=O)O.C(C(C)C)[Si](C[Si](OC(C)=O)(OC(C)=O)OC(C)=O)(OC(C)=O)OC(C)=O isobutyl-1,1,3,3,3-penta-acetoxy-1,3-disilapropane acetate